(R)-6-chloro-3-((1-(2-(5-fluoropyridin-2-yl)-3,6-dimethyl-4-oxo-3,4-dihydroquinazolin-8-yl)ethyl)amino)pyridinecarboxylic acid ClC1=CC=C(C(=N1)C(=O)O)N[C@H](C)C=1C=C(C=C2C(N(C(=NC12)C1=NC=C(C=C1)F)C)=O)C